COC(=O)C1=NC(=C(N=C1)OC)N1N=CC=C1.COC(C(\C=C\C(C1=CC=CC=C1)=O)C1=CC(=C(C(=C1)OC)OC)OC)=O (E)-1-methoxy-1,5-dioxo-5-phenyl-2-(3,4,5-trimethoxyphenyl)pent-3-ene methyl-5-methoxy-6-(pyrazol-1-yl)pyrazine-2-carboxylate